9-isopropyl-2-(5-methyl-3-pyridyl)-7H-purin-6-amine C(C)(C)N1C2=NC(=NC(=C2NC1)N)C=1C=NC=C(C1)C